C1(=CC=CC=C1)S(=O)(N)=N benzene-1-sulfonoimidamide